CC1=CC=2N(N=C1)C(C(=C(N2)C(F)(F)F)C2=CC=C(C=C2)OCC(F)(F)F)=O 8-methyl-3-[4-(2,2,2-trifluoroethoxy)phenyl]-2-(trifluoromethyl)-4H-pyrimido[1,2-b]pyridazin-4-one